6-(1-(4-Cyclopropyl-3-methoxybenzyl)-3-(2-isopropylphenyl)piperidin-4-yl)-2,6-diazaspiro[3.3]heptane-2-carboxylic acid tert-butyl ester C(C)(C)(C)OC(=O)N1CC2(C1)CN(C2)C2C(CN(CC2)CC2=CC(=C(C=C2)C2CC2)OC)C2=C(C=CC=C2)C(C)C